6-chloro-1-methyl-2-oxo-4-(4-(4-(trifluoromethoxy)phenoxy)piperidin-1-yl)-1,2-dihydro-1,5-naphthyridine-3-carbonitrile ClC=1N=C2C(=C(C(N(C2=CC1)C)=O)C#N)N1CCC(CC1)OC1=CC=C(C=C1)OC(F)(F)F